ClC=1C=C(C=CC1F)C=1C=C2C(=NC1)N(CN2CC=2C=NC=CC2)C 6-(3-chloro-4-fluoro-phenyl)-3-methyl-1-(3-pyridylmethyl)imidazo[4,5-b]Pyridine